4-[(4-(methoxymethoxy)-3-(propan-2-yl)phenyl)methyl]-3,5-dimethylphenol COCOC1=C(C=C(C=C1)CC1=C(C=C(C=C1C)O)C)C(C)C